IC=1C=C(C=CC1)C(C(=O)N)C(C)(C)C (3-iodophenyl)-3,3-dimethylbutanamide